N1=C(C=NC=C1)N1CCN(C2=CC=CC=C12)C(=O)OC(C)(C)C Tert-butyl 4-(pyrazin-2-yl)-3,4-dihydroquinoxaline-1(2H)-carboxylate